2-(1-(Cyclopropylmethyl)-1H-pyrazol-4-yl)-3-isopropyl-7-(1H-pyrazol-4-yl)imidazo[2,1-f][1,2,4]triazin-4(3H)-one C1(CC1)CN1N=CC(=C1)C1=NN2C(C(N1C(C)C)=O)=NC=C2C=2C=NNC2